(ethylamino)-1,3,5-triazine-2,4-dithiol C(C)NC1=NC(=NC(=N1)S)S